C(#N)C1=CC(=C(C(=C1)CC)NC(=O)NS(=O)(=O)C=1SC(=CN1)C(C)(C)O)CC N-(4-cyano-2,6-diethylphenylcarbamoyl)-5-(2-hydroxypropan-2-yl)thiazole-2-sulfonamide